1-isopropyl-3-(2-(methylthio)phenyl)-5-methyl-pyrazol-4-ol C(C)(C)N1N=C(C(=C1C)O)C1=C(C=CC=C1)SC